BrC=1C=C(C(=O)O)C=C(C1C)I 3-bromo-5-iodo-4-methylbenzoic acid